CC=1N(C2=CC=CC=C2C1)CC(=O)N1CCCCC1 2-(2-Methylindol-1-yl)-1-(piperidin-1-yl)ethan-1-one